decanoyl-serine C(CCCCCCCCC)(=O)N[C@@H](CO)C(=O)O